COC=1C=C(C=CC1)C(CC(C=O)C)(CC=C(C)C)C 4-(3-methoxyphenyl)-2,4,7-trimethyloct-6-enal